3-(4-(4-(3-(1-aminopiperidin-4-yl)propyl)piperazin-1-yl)phenyl)piperidine-2,6-dione NN1CCC(CC1)CCCN1CCN(CC1)C1=CC=C(C=C1)C1C(NC(CC1)=O)=O